ClC=1C(=NN(C1)CC1CC(C1)(F)F)C(C)(F)F 4-chloro-1-((3,3-difluorocyclobutyl)methyl)-3-(1,1-difluoroethyl)-1H-pyrazole